FC(CN1C(C2(C3=CC=C(C=C13)C1[C@H](C1)B1OC(C(O1)(C)C)(C)C)CC2)=O)(C)F 1'-(2,2-difluoropropyl)-6'-((2S,2S)-2-(4,4,5,5-tetramethyl-1,3,2-dioxaborolan-2-yl)cyclopropyl)spiro[cyclopropane-1,3'-indolin]-2'-one